(Z)-5-(2-(3-(3,5-bis(trifluoromethyl)phenyl)-1H-1,2,4-triazol-1-yl)-1-(2-Methyl-2H-tetrazol-5-yl)vinyl)pyrimidine FC(C=1C=C(C=C(C1)C(F)(F)F)C1=NN(C=N1)\C=C(/C=1N=NN(N1)C)\C=1C=NC=NC1)(F)F